{8-bromo-7-fluoro-2-iodoimidazo[1,2-a]pyridin-3-yl}methanol benzyl-(3S,4R,7S) and (3R,4S,7S)-3-(((benzyloxy)carbonyl)amino)-4,7-dimethyl-2,3,4,7-tetrahydro-1H-azepine-1-carboxylate C(C1=CC=CC=C1)C1N([C@H](C=C[C@H]([C@@H]1NC(=O)OCC1=CC=CC=C1)C)C)C(=O)OCC1=C(N=C2N1C=CC(=C2Br)F)I |&1:12,13|